NC1=CC=C(C=C1)C1=NC=C(C=C1C(=O)NC1=CC(=C(C=C1)C)C(F)(F)F)O 2-(4-aminophenyl)-5-hydroxy-N-[4-methyl-3-(trifluoromethyl)-phenyl]pyridine-3-carboxamide